C1(CC1)CCN(C1=C2CN(C(C2=CC=C1)=O)C1C(NC(CC1)=O)=O)C1CCC(CC1)N1CC2(CC2(F)F)CC1 3-(4-((2-cyclopropylethyl)((1s,4s)-4-(1,1-difluoro-5-azaspiro[2.4]heptan-5-yl)cyclohexyl)amino)-1-oxoisoindolin-2-yl)piperidine-2,6-dione